N-((1-((4-(difluoromethoxy)-3-((5-ethyl-2-methoxyphenyl)sulfonamido)benzo[d]isoxazol-6-yl)methyl)-1H-pyrazol-4-yl)methyl)propiolamide FC(OC1=CC(=CC2=C1C(=NO2)NS(=O)(=O)C2=C(C=CC(=C2)CC)OC)CN2N=CC(=C2)CNC(C#C)=O)F